C(C1=CC=CC=C1)N1C[C@](NCC1)(C)COC (R)-1-benzyl-3-(methoxymethyl)-3-methylpiperazine